CC(C)(C)OC(=O)N1CCNCC1C(=O)OC N-Boc-piperazine-2-carboxylic acid methyl ester